ClC=1C=C(C=C(C1)F)C(=O)Cl 3-chloro-5-fluorophenyl-carbonyl chloride